C(C)N(S(=O)(=O)C=1C=NC=C(C1)N1CCOCC1)[C@@H](C(F)(F)F)C1=CC=C(C=C1)F (R)-N-ethyl-5-morpholino-N-(2,2,2-trifluoro-1-(4-fluorophenyl)ethyl)pyridine-3-sulfonamide